1-[2-[[4-[5-(aziridin-1-yl)-3-pyridyl]triazol-1-yl]methyl]imidazo[1,2-a]pyridin-6-yl]-N-[(3-fluoro-1-bicyclo[1.1.1]pentyl)methyl]methylamine N1(CC1)C=1C=C(C=NC1)C=1N=NN(C1)CC=1N=C2N(C=C(C=C2)CNCC23CC(C2)(C3)F)C1